N-({5-[5-(trifluoromethyl)-1,2,4-oxadiazol-3-yl]pyridin-2-yl}methyl)isoxazol-4-amine FC(C1=NC(=NO1)C=1C=CC(=NC1)CNC=1C=NOC1)(F)F